C1(=CC=CC=C1)OC(CC)=O.[Na] rac-sodium phenylpropionate